methyl 2-((tert-butoxycarbonyl)amino)thiazole-5-carboxylate C(C)(C)(C)OC(=O)NC=1SC(=CN1)C(=O)OC